NCC1=CC=C(C=C1)CCC(=O)O 3-(4-(aminomethyl)phenyl)propionic acid